6-chloro-N,N'-diphenyl-1,3,5-triazine-2,4-diamine ClC1=NC(=NC(=N1)NC1=CC=CC=C1)NC1=CC=CC=C1